Ethyl (S)-3-(3-(1H-Imidazol-1-yl)phenyl)-3-(3-(4-hydroxy-1-methyl-2-oxo-1,2-dihydropyridin-3-yl)ureido)propanoat N1(C=NC=C1)C=1C=C(C=CC1)[C@H](CC(=O)OCC)NC(=O)NC=1C(N(C=CC1O)C)=O